N1NCC2C1=C1C=CC(C2)O1 HEXAHYDRO-5,8-EPOXYCYCLOHEPTA[c]PYRAZOLE